[N+](=O)([O-])C1=C(C=CC=C1)C=1C=C2CCNC2=CC1 5-(2-nitrophenyl)indoline